4-(4-(3,8-diazabicyclo[3.2.1]oct-3-yl)-8-fluoro-2-((6-methyl-2-oxaspiro[3.3]heptan-6-yl)methoxy)-6-(trifluoromethyl)quinazolin-7-yl)-2-amino-7-fluorobenzo[b]thiophene-3-carbonitrile C12CN(CC(CC1)N2)C2=NC(=NC1=C(C(=C(C=C21)C(F)(F)F)C2=CC=C(C=1SC(=C(C12)C#N)N)F)F)OCC1(CC2(COC2)C1)C